COC1=C(C=C(C=C1)NC(CCCC1=CC=CC=C1)=O)N1C=NC(=C1)C N-[4-methoxy-3-(4-methyl-1H-imidazol-1-yl)phenyl]benzenebutanamide